ClC=1C(=C(C(=CC1)C(F)F)C1=CN=C(C(=N1)C(=O)NC=1C=NN(C1)[C@H](C)C1=NC=C(C=N1)N1C([C@@H]2C[C@@H]2C1)=O)C)F |o1:24| 6-(3-chloro-6-(difluoromethyl)-2-fluorophenyl)-3-methyl-N-(1-((R or S)-1-(5-((1R,5S)-2-oxo-3-azabicyclo[3.1.0]hex-3-yl)pyrimidin-2-yl)ethyl)-1H-pyrazol-4-yl)pyrazine-2-carboxamide